1,3-bis-(2,4,6-trimethylphenyl)-2-(imidazolidinylidene)(phenylmethylene)dichloro(tricyclohexyl-phosphine) ruthenium [Ru].CC1=C(C(=CC(=C1)C)C)C1(C(C(=CC=C1)C1=C(C=C(C=C1C)C)C)=C1NCCN1)C=C1C(CCC(C1)(Cl)Cl)P(C1CCCCC1)C1CCCCC1